5-((2-(4-((3-cyano-4-cyclopropylbenzyl)amino)butoxy)ethyl)amino)benzo[c][2,6]naphthyridine-8-carboxylic acid C(#N)C=1C=C(CNCCCCOCCNC2=NC3=C(C4=CN=CC=C24)C=CC(=C3)C(=O)O)C=CC1C1CC1